6,6'-Dimethyl-2,2'-bipyridine CC1=CC=CC(=N1)C1=NC(=CC=C1)C